C(=O)([O-])OC(=O)OC(=O)[O-].[La+3].C(=O)([O-])OC(=O)OC(=O)[O-].C(=O)([O-])OC(=O)OC(=O)[O-].[La+3] lanthanum tricarbonate